C(CCCC)C1=CC=2C(C3=CC=CC=C3C(C2C=C1)=CC(=O)OCC1CCCCC1)=CC(=O)OCC1CCCCC1 2-pentyl-9,10-bis(cyclohexylmethoxycarbonylmethylene)anthracene